CO[Si](CCCN(CCN)CCC[Si](OC)(OC)OC)(OC)OC N,N-Bis[3-(trimethoxysilyl)propyl]ethylenediamine